ClC=1C(=C(C(=CC1N1C[C@]2(CCC2N2CC(CC2)(C)C)CC1)F)S(=O)(=O)NC1=NC(=CC=C1)F)F 3-chloro-4-((4S)-1-(3,3-dimethylpyrrolidin-1-yl)-6-azaspiro[3.4]octan-6-yl)-2,6-difluoro-N-(6-fluoropyridin-2-yl)benzenesulfonamide